(5S,6aS)-5-fluoro-3-(trifluoromethyl)-5,6,6a,7,9,10-hexahydro-8H-pyrazino[1,2-a][1,8]naphthyridin F[C@H]1C[C@@H]2N(C=3N=CC(=CC13)C(F)(F)F)CCNC2